4-(5-Benzylpyrimidin-2-yl)-3,6-dihydropyridine-1(2H)-carboxylic acid tert-butyl ester C(C)(C)(C)OC(=O)N1CCC(=CC1)C1=NC=C(C=N1)CC1=CC=CC=C1